3-(4'-chloro-[1,1'-biphenyl]-2-carbonyl)-3,6-diazabicyclo[3.1.1]heptane ClC1=CC=C(C=C1)C=1C(=CC=CC1)C(=O)N1CC2NC(C1)C2